ClC=1C=C(C=C(C1)NS(=O)(=O)C)NC(=O)C=1C=NN(C1)C1=NC=CC=C1OCC1=C(C=CC=C1)F N-(3-chloro-5-(methylsulfonamido)phenyl)-1-(3-((2-fluorobenzyl)oxy)pyridin-2-yl)-1H-pyrazole-4-carboxamide